2-Chloro-8-fluoro-7-(3-methoxymethoxy-naphthalen-1-yl)-4-[1,4]oxazepan-4-yl-quinazoline ClC1=NC2=C(C(=CC=C2C(=N1)N1CCOCCC1)C1=CC(=CC2=CC=CC=C12)OCOC)F